[6-(3-cyclopropyl-1,2,4-triazol-1-yl)-2-azaspiro[3.3]heptan-2-yl]-[3-[6-[(3S)-3-(trifluoromethyl)pyrrolidin-1-yl]-3-pyridinyl]azetidin-1-yl]methanone C1(CC1)C1=NN(C=N1)C1CC2(CN(C2)C(=O)N2CC(C2)C=2C=NC(=CC2)N2C[C@H](CC2)C(F)(F)F)C1